4-(4-formyl-2-methoxy-5-nitrophenoxy)butanoic acid methyl ester COC(CCCOC1=C(C=C(C(=C1)[N+](=O)[O-])C=O)OC)=O